(6R,8S)-17-amino-12,12-dimethyl-6,15-bis(trifluoromethyl)-19-oxa-3,4,13,18-tetrazatricyclo[12.3.1.12,5]nonadeca-1(18),2,4,14,16-pentaene-6,8-diol NC1=CC(=C2NC(CCC[C@@H](C[C@](C3=NN=C(C1=N2)O3)(O)C(F)(F)F)O)(C)C)C(F)(F)F